C[C@H](C(=O)[O-])OC1=CC=C(C=C1)OC2=C(C=C(C=N2)C(F)(F)F)Cl.[Na+] The molecule is a sodium salt resulting from the formal reaction of haloxyfop-P with 1 mol eq. of sodium hydride. It contains a haloxyfop-P(1-). It is an enantiomer of a (S)-haloxyfop-sodium.